2-{[(3R,5aS,6R,8aS,9R,10R,12R,12aR)-3,6,9-trimethyldecahydro-12H-3,12-epoxypyrano[4,3-j][1,2]benzodioxepin-10-carbonyl]amino}ethane-1-sulfonic acid C[C@@]12OO[C@]34[C@@H](CC1)[C@@H](CC[C@H]3[C@H]([C@@H](O[C@@H]4O2)C(=O)NCCS(=O)(=O)O)C)C